CC1=CC=CC(=N1)C1=NC=CC(=N1)NC1=NC(=NC=C1)NC=1SC(=CN1)C(=O)OCC1CNC1 azetidin-3-ylmethyl 2-((4-((2-(6-methylpyridin-2-yl)pyrimidin-4-yl)amino)pyrimidin-2-yl)amino)thiazole-5-carboxylate